C1=CC=CC2=CC3=CC=CC=C3C(=C12)C1=CC=CC2=C1P(CO2)C(C)(C)C 4-anthracen-9-yl-3-tert-butyl-2H-1,3-benzoxaphosphole